C(C)OC(CCCCCCCN1CC(CCC1)NC(CCCCCN1CCC(CC1)NC(=O)C1=CC(=C(C=2CCOC21)N)Cl)=O)=O 3-(6-(4-(4-amino-5-chloro-2,3-dihydrobenzofuran-7-carboxamido)piperidin-1-yl)hexanamido)piperidine-1-octanoic acid ethyl ester